CN1C(N(CC1=O)C)=O 1,3-Dimethyl-2,5-dioxoimidazolidin